ethyl 5-[(3R)-3-methyl [1,4'-bipiperidin]-1'-yl]-1,3,4-thiadiazole-2-carboxylate C[C@H]1CN(CCC1)C1CCN(CC1)C1=NN=C(S1)C(=O)OCC